4-((4-(difluoromethyl)-1,3-benzodiazol-1-yl)methyl)phenylboronic acid FC(C1=CC=CC=2N(C=NC21)CC2=CC=C(C=C2)B(O)O)F